FC1(CN(CC1)C1=NC=2C(=CC(=CC2C=2N1C=C(N2)C(F)(F)F)C)C(C)NC2=C(C(=O)O)C=CC=C2)F 2-((1-(5-(3,3-difluoropyrrolidin-1-yl)-9-methyl-2-(trifluoromethyl)imidazo[1,2-c]quinazolin-7-yl)ethyl)amino)benzoic acid